O=C1NC(CCC1N1C(C2=CC=C(C=C2C1=O)CN1CCC(CC1)C=1OC=CC1)=O)=O 2-(2,6-dioxopiperidin-3-yl)-5-((4-(furan-2-yl)piperidin-1-yl)methyl)isoindoline-1,3-dione